CC1=C(C(=CC=C1)C)NC(=O)C2CCCCN2C N-(2,6-dimethylphenyl)-1-methylpiperidine-2-carboxamide